ClC=1C(=C(C(=O)N)C=CC1C[C@@H](CNC(C[C@@H](C1(CC1)C(F)(F)F)C=1C=NC=CC1)=O)N(C)C)F 3-chloro-4-[(2S)-2-(dimethylamino)-3-[(3R)-3-(pyridin-3-yl)-3-[1-(trifluoromethyl)cyclopropyl]propanamido]propyl]-2-fluorobenzamide